C(C)OC=1C=C(C=CC1C=1NC(C2=C(N1)NN=N2)=O)C2=CC(=CC(=C2)O)OC(C(=O)O)C 2-((3'-ethoxy-5-hydroxy-4'-(7-oxo-6,7-dihydro-3H-[1,2,3]triazolo[4,5-d]pyrimidin-5-yl)-[1,1'-biphenyl]-3-yl)oxy)propanoic acid